S1C2=C(C=C1C1=C(C(=NC(=N1)Cl)NC1C(C3CCC1CC3)C(=O)OC)F)C=CC=C2 (+/-)-trans-methyl 3-((6-(benzo[b]thiophen-2-yl)-2-chloro-5-fluoropyrimidin-4-yl)amino)bicyclo[2.2.2]octane-2-carboxylate